FC(C1=NN=C(O1)C1=CC=C(CN(S(=O)(=O)CCN2CCN(CC2)CC)C2=CC=CC=C2)C=C1)F N-(4-(5-(difluoromethyl)-1,3,4-oxadiazol-2-yl)benzyl)-2-(4-ethylpiperazin-1-yl)-N-phenylethane-1-sulfonamide